1,1,1-trifluoro-3,3-dihydroxy-propan-2-one FC(C(C(O)O)=O)(F)F